5-chloro-3-(4-chloro-3-trifluoromethyl-benzenesulfonylamino)-pyridine-2-carboxylic acid (3-fluoro-phenyl)-methyl-amide FC=1C=C(C=CC1)N(C(=O)C1=NC=C(C=C1NS(=O)(=O)C1=CC(=C(C=C1)Cl)C(F)(F)F)Cl)C